tert-butyl 1-({2-methyl-8-[4-(trifluoromethyl)phenyl]-2H,8H-pyrazolo[3,4-b]indol-5-yl}formamido)-3,6,9,12-tetraoxahexadecan-16-oate CN1N=C2N(C3=CC=C(C=C3C2=C1)C(=O)NCCOCCOCCOCCOCCCC(=O)OC(C)(C)C)C1=CC=C(C=C1)C(F)(F)F